4-ethyl-2,5-dimethoxy-phenethylamine C(C)C1=CC(=C(CCN)C=C1OC)OC